OCCC1=C(C=C(C(=C1)OC)OC)C1=C(C(=O)C2=CC=C(C=C2)C(F)(F)F)C=CC=C1 (2-(2-hydroxyethyl)-4,5-dimethoxyphenyl)p-trifluoromethylbenzophenone